O=C1NC(CC[C@H]1NC1=C(C=C(C=C1)N1CCN(CC1)CCC1CCN(CC1)NC(OC(C)(C)C)=O)F)=O tert-butyl (R)-(4-(2-(4-(4-((2,6-dioxopiperidin-3-yl)amino)-3-fluorophenyl)piperazin-1-yl)ethyl)piperidin-1-yl)carbamate